COC(C(C(=O)OC)(C)C)=O 2,2-Dimethylmalonic acid dimethyl ester